FC1=C(C(=CC=C1)F)C=1C=C(SC1)C(=O)NC1=CC(=CC=C1)NS(=O)(=O)C 4-(2,6-difluorophenyl)-N-(3-(methylsulfonamido)phenyl)thiophene-2-carboxamide